C1(CCCC1)C=1C=CC(=C(O\C(\C(=O)OC)=C/OC)C1)C methyl (Z)-2-(5-cyclopentyl-2-methyl-phenoxy)-3-methoxy-prop-2-enoate